N,N'-1,2-phenylenebismaleimide C1(=C(C=CC=C1)N1C(C=CC1=O)=O)N1C(C=CC1=O)=O